[C@H](C)(CC)[C@@H]1N(CC2=C(NC1=O)C=CC=C2)C=2NC(C=CN2)=O (S)-3-((S)-sec-butyl)-4-(6-oxo-1,6-dihydropyrimidin-2-yl)-1,3,4,5-tetrahydro-2H-benzo[e][1,4]diazepin-2-one